C(C)(=O)[O-].[Tb+3].C(C)(=O)[O-].C(C)(=O)[O-] terbium(III) acetate